2-Bromo-6-(2-methoxyphenoxy)-N-methylaniline BrC1=C(NC)C(=CC=C1)OC1=C(C=CC=C1)OC